tert-butyl (2R)-4-[1-(2,6-dioxo-1-{[2-(trimethylsilyl)ethoxy]methyl}piperidin-3-yl)-3-methyl-2-oxo-1,3-benzodiazol-5-yl]-2-methylpiperazine-1-carboxylate O=C1N(C(CCC1N1C(N(C2=C1C=CC(=C2)N2C[C@H](N(CC2)C(=O)OC(C)(C)C)C)C)=O)=O)COCC[Si](C)(C)C